CN(CCCCC=C(CCCCCCCC\C=C/C\C=C/CCCCC)CCCCCCCC\C=C/C\C=C/CCCCC)C (15Z,18Z)-N,N-dimethYl-6-((9Z,12Z)-octadeca-9,12-dien-1-yl)tetracosa-5,15,18-trien-1-amine